trihexyltetradecyl-phosphine hydroxide [OH-].C(CCCCC)C(CCCCCCCCCCCCCP)(CCCCCC)CCCCCC